N-(4-(4-(6-Cyanopyridin-3-yl)piperazin-1-yl)phenyl)-4-methoxybenzamid C(#N)C1=CC=C(C=N1)N1CCN(CC1)C1=CC=C(C=C1)NC(C1=CC=C(C=C1)OC)=O